Phenoxyamine O(C1=CC=CC=C1)N